t-Butyldimethyl-((1-(2,3,6-trifluorophenyl)but-3-en-1-yl)oxy)silane C(C)(C)(C)[Si](OC(CC=C)C1=C(C(=CC=C1F)F)F)(C)C